5-[(6Ar,10aR)-1-hydroxy-6,6,9-trimethyl-6a,7,10,10a-tetrahydrobenzo[c]chromen-3-yl]pentyl nitrate [N+](=O)(OCCCCCC1=CC(=C2[C@H]3[C@H](C(OC2=C1)(C)C)CC=C(C3)C)O)[O-]